2-amino-4-sulfanylpyridine NC1=NC=CC(=C1)S